ClC=1C=CC=C2C=C(C(=NC12)N1CC(C(CC1)(F)F)C)C(=O)NC1=CC(=NC=C1)S(N)(=O)=O 8-chloro-2-(4,4-difluoro-3-methylpiperidin-1-yl)-N-(2-sulfamoylpyridin-4-yl)quinoline-3-carboxamide